5-Chloro-3-(2,2,2-trifluoroethyl)-1,3-benzoxazol ClC=1C=CC2=C(N(CO2)CC(F)(F)F)C1